ClC1=C(C=CC(=C1OCC1=CC=C(C=C1)OC)OCC1=CC=C(C=C1)OC)C(C(=O)Cl)=O 2-(2-chloro-3,4-bis((4-methoxybenzyl)oxy)phenyl)-2-oxoacetyl chloride